N-(5-fluoro-6-methoxypyridin-2-yl)-1H-indol-5-amine FC=1C=CC(=NC1OC)NC=1C=C2C=CNC2=CC1